N-(2-(3-fluorophenyl)-7-methylthieno[3,2-d]pyrimidin-4-yl)-5-nitrothiophene-2-carboxamide-d6 FC=1C=C(C=CC1)C=1N=C(C2=C(N1)C(=CS2)C)N(C(=O)C=2S(C(=C(C2[2H])[2H])[N+](=O)[O-])([2H])([2H])[2H])[2H]